CC1(NC=C(C2=CC(=NC=C12)N)C#CC1=CC=C(C=C1)CN1CCOCC1)N 1-methyl-4-((4-(morpholinomethyl)phenyl)ethynyl)-2,7-naphthyridine-1,6-diamine